O[C@H]1C=2C=CC=C(C2CCC1)C(=O)NC=1C=NC(=C(C1)C=1C=NC2=CC(=NC=C2C1)NC)C (R)-5-hydroxy-N-(6-methyl-5-(7-(methylamino)-1,6-naphthyridin-3-yl)pyridin-3-yl)-5,6,7,8-tetrahydronaphthalene-1-carboxamide